N-Hydroxy-5-(2-(2-(methylamino)pyrimidin-5-yl)-4-morpholinothieno[3,2-d]pyrimidin-6-ylamino)pentanamide ONC(CCCCNC1=CC=2N=C(N=C(C2S1)N1CCOCC1)C=1C=NC(=NC1)NC)=O